C(CCCCCCC(=O)[O-])(=O)OC(CCCCCCCCC)C (1-methyldecyl) octanedioate